OCCCCC1=CC=C(C=C1)O 4-(4-hydroxybutyl)phenol